(7α,17β)-7-[9-[(4,4,5,5,5-pentafluoropentyl)sulfinyl]nonyl]-estra-1,3,5(10)-trien-17-acetate FC(CCCS(=O)CCCCCCCCC[C@H]1[C@H]2[C@@H]3CC[C@@H]([C@@]3(C)CC[C@@H]2C=2C=CC=CC2C1)CC(=O)[O-])(C(F)(F)F)F